C(C)(C)(C)OC(=O)N(C=1N=CC2=CC(=CC=C2C1)C(=O)O)C 3-[(tert-butoxycarbonyl)(methyl)amino]isoquinoline-7-carboxylic acid